(2R)-1-{(3R)-2'-[6-amino-5-(trifluoromethyl)pyridin-3-yl]-5',6'-dihydrospiro[pyrrolidine-3,4'-pyrrolo[1,2-b]pyrazol]-1-yl}-2-(methylamino)propan-1-one NC1=C(C=C(C=N1)C=1C=C2N(N1)CC[C@]21CN(CC1)C([C@@H](C)NC)=O)C(F)(F)F